6-bromo-N,N-bis[(4-methoxyphenyl)methyl]-4-methyl-pyridin-2-amine BrC1=CC(=CC(=N1)N(CC1=CC=C(C=C1)OC)CC1=CC=C(C=C1)OC)C